N-[4-(4-methylpiperazin-1-yl)pyrimidin-2-yl]-4-[(5-prop-1-ynyl-2,6-naphthyridin-3-yl)amino]benzenesulfonamide CN1CCN(CC1)C1=NC(=NC=C1)NS(=O)(=O)C1=CC=C(C=C1)NC=1N=CC2=CC=NC(=C2C1)C#CC